C(CCCCCCCCCCC)S(=O)(=O)C(CC(=O)C1C(C=CCC1(C)C)C)C 3-(dodecyl-sulfonyl)-1-(2,6,6-trimethyl-cyclohex-3-en-1-yl)butan-1-one